FC1C(C1)C(=O)NC=1N=C2N(C=C(C=C2)C2=C(C(=CC=C2)F)CO)C1 2-fluoro-N-(6-(3-fluoro-2-(hydroxymethyl)phenyl)imidazo[1,2-a]pyridin-2-yl)cyclopropane-1-carboxamide